C(C)(C)(C)OC(=O)N1CCC(CC1)CN1CCN(CC1)C=1C=NC(=CC1)C(=O)N[C@H]1C(NC(CC1)=O)=O.C1(CC2C(CC1)O2)CC[Si](OCCCC)(OCCCC)C |r| (3,4-epoxycyclohexyl)ethyl-methyldibutoxysilane tert-Butyl-(±)-4-((4-(6-((2,6-dioxopiperidin-3-yl)aminocarbonyl)pyridin-3-yl)piperazin-1-yl)methyl)piperidine-1-carboxylate